C(C)(C)(C)C=1C=C(C=C(C1)C(C)(C)C)C1=CC(=CC=C1)NC1=CC(=CC=2OC3=C(C21)C=CC=C3)C3=CC=CC=C3 N-(3',5'-di-tert-butyl-[1,1'-biphenyl]-3-yl)-3-phenyldibenzo[b,d]furan-1-amine